FC(C)(F)C1=NC(=CC(=N1)O)C 2-(1,1-Difluoroethyl)-6-methylpyrimidin-4-ol